N-(3-methoxyphenyl)-4-(1-methyl-1H-indol-3-yl)pyrimidin-2-amine COC=1C=C(C=CC1)NC1=NC=CC(=N1)C1=CN(C2=CC=CC=C12)C